FC(C1=CC(=NC=C1)C1=CC=C(C=C1)NC(C=C)=O)(F)F N-(4-(4-(trifluoromethyl)pyridin-2-yl)phenyl)acrylamide